FC1=C(C=CC(=C1F)OC1=NC=CC=C1)C1=CN=C2N1C=CN=C2NC2=CC(=C(C(=O)NCCNCC(=O)N1C[C@H](NCC1)CO)C=C2)CC 4-[[3-[2,3-difluoro-4-(2-pyridyloxy)phenyl]imidazo[1,2-a]pyrazin-8-yl]amino]-2-ethyl-N-[2-[[2-[(3S)-3-(hydroxymethyl)piperazin-1-yl]-2-oxo-ethyl]amino]ethyl]benzamide